(1S,5R)-3,3-difluoro-8-azabicyclo[3.2.1]octane hydrochloride Cl.FC1(C[C@@H]2CC[C@H](C1)N2)F